2-butyl-4-(3-fluoro-4-((1-(piperidin-4-ylmethyl)piperidin-4-yl)oxy)phenyl)-2,7-naphthyridin-1(2H)-one TFA salt OC(=O)C(F)(F)F.C(CCC)N1C(C2=CN=CC=C2C(=C1)C1=CC(=C(C=C1)OC1CCN(CC1)CC1CCNCC1)F)=O